methyl 4-[(3-{7-[(3S,4R)-3-fluoro-1-methyl-4-piperidylamino]-3-(2,2,2-trifluoroethyl)-1-benzothiophen-2-yl}-2-propynyl)-N-tert-butoxycarbonylamino]-2-fluoro-5-anisate F[C@H]1CN(CC[C@H]1NC1=CC=CC=2C(=C(SC21)C#CCN(C(=O)OC(C)(C)C)C2=CC(=C(C(=O)OC)C=C2OC)F)CC(F)(F)F)C